C1(=CC=CC=C1)C1NC2=CC=C(C=C2CC1)N 2-Phenyl-1,2,3,4-tetrahydroquinoline-6-amine